FC1=C(C(=O)N[C@H](C(=O)OC)CC2=CC=C(C=3N2C=CN3)C3=NC(=CN(C3=O)C)C)C(=CC(=C1)N1[C@H](COCC1)C(F)(F)F)F methyl (S)-2-(2,6-difluoro-4-((R)-3-(trifluoromethyl)morpholino) benzamido)-3-(8-(4,6-dimethyl-3-oxo-3,4-dihydropyrazin-2-yl)imidazo[1,2-a]pyridin-5-yl)propanoate